2-(2-aminoethyl)-8-methyl-N-[(2S)-tetrahydrofuran-2-ylmethyl]-4,5-dihydro-2H-furo[2,3-g]indazole-7-carboxamide NCCN1N=C2C3=C(CCC2=C1)OC(=C3C)C(=O)NC[C@H]3OCCC3